N-(2-aminoethyl)-5-(2-(4-((3,5-difluoro-4-(trifluoromethoxy)benzyl)amino)butoxy)ethoxy)benzo[c][2,6]naphthyridine-8-carboxamide NCCNC(=O)C=1C=CC2=C(N=C(C3=CC=NC=C23)OCCOCCCCNCC2=CC(=C(C(=C2)F)OC(F)(F)F)F)C1